2-(4-((4-(3-((2-((1S)-1-((tetrahydro-2H-pyran-2-yl)oxy)ethyl)-1H-imidazol-1-yl)methyl)isoxazol-5-yl)phenyl)ethynyl)phenoxy)ethan-1-ol O1C(CCCC1)O[C@@H](C)C=1N(C=CN1)CC1=NOC(=C1)C1=CC=C(C=C1)C#CC1=CC=C(OCCO)C=C1